6-[tert-butoxycarbonyl-[(2,4-dimethoxyphenyl)methyl]amino]-3-chloro-4,5,6,7-tetrahydrobenzothiophene-2-carboxylic acid C(C)(C)(C)OC(=O)N(C1CC2=C(C(=C(S2)C(=O)O)Cl)CC1)CC1=C(C=C(C=C1)OC)OC